CC=1C(N(N=CC1CCCN1CC2(C1)CC(C2)OC=2C=CC=1N(C2C)C(=NC1)C(F)(F)F)C1OCCCC1)=O 4-methyl-5-(3-(6-((5-methyl-3-(trifluoromethyl)imidazo[1,5-a]pyridin-6-yl)oxy)-2-azaspiro[3.3]heptan-2-yl)propyl)-2-(tetrahydro-2H-pyran-2-yl)pyridazin-3(2H)-one